C(CCCCCCCCC)(=O)OCCCCCCCCCCCCCCCCCCCCCCCCCC hexacosyl decanoate